methyl 2-(2'-cyano-4'-methoxy-3'-propoxy-[1,1'-biphenyl]-3-yl)-3-hydroxyacrylate C(#N)C1=C(C=CC(=C1OCCC)OC)C1=CC(=CC=C1)C(C(=O)OC)=CO